2,3-dimethylglutaric acid CC(C(=O)O)C(CC(=O)O)C